C1(CCC1)OCC1=C(C=CC=C1)NC(C=CC1=CC=C2C=NNC2=C1)=O N-[2-(cyclobutoxymethyl)phenyl]-3-(1H-indazol-6-yl)prop-2-enamide